4-benzyloxyspiro[benzofuran-3,1'-cyclopropane]-2-one C(C1=CC=CC=C1)OC1=CC=CC2=C1C1(CC1)C(O2)=O